4-[4-cyano-2-({[(2'R,4S)-7-fluoro-6-(methylcarbamoyl)-2,3-dihydrospiro[chromene-4,1'-cyclopropan]-2'-yl]carbonyl}amino)phenyl]butanoic acid C(#N)C1=CC(=C(C=C1)CCCC(=O)O)NC(=O)[C@H]1[C@]2(C1)CCOC1=CC(=C(C=C12)C(NC)=O)F